C(C)[C@@H]1CN(CC[C@H]1OC1=CC(=CC=C1)OC(F)(F)F)C1=CC(N(C=2C=CC(=NC12)C#N)C)=O 8-((3R,4R)-3-Ethyl-4-(3-(trifluoromethoxy)phenoxy)piperidin-1-yl)-5-methyl-6-oxo-5,6-dihydro-1,5-naphthyridin-2-carbonitril